(S)-1-(2-methyl-4-(4-(pyrrolidin-1-yl)-2-(trifluoromethyl)-benzyl)piperazine-1-carbonyl)-1H-pyrazole-3-carboxylic acid C[C@@H]1N(CCN(C1)CC1=C(C=C(C=C1)N1CCCC1)C(F)(F)F)C(=O)N1N=C(C=C1)C(=O)O